Cl.N1(CCC[C@H]2CCCC[C@H]12)C([C@@H](CCCN1C(C2=CC=CC=C2C1=O)=O)N)=O 2-[(4R)-5-[(4aR,8aS)-3,4,4a,5,6,7,8,8a-octahydro-2H-quinolin-1-yl]-4-amino-5-oxo-pentyl]isoindoline-1,3-dione hydrochloride